FC(CC)(F)C=1C=C(C=CC1)NC(=O)C=1[N+](=C(NC1C)C1=C(C(=C(C=C1)OC)C=1N=NC=CC1)C)[O-] 4-((3-(1,1-difluoropropyl)phenyl)carbamoyl)-2-(4-methoxy-2-methyl-3-(pyridazin-3-yl)phenyl)-5-methyl-1H-imidazole 3-oxide